2,4-dichloro-5-nitrobenzyl-acetonitrile ClC1=C(CCC#N)C=C(C(=C1)Cl)[N+](=O)[O-]